BrC1=CN2C3=C(C(N(C3=C1)C1C(NC(CC1)=O)=O)=O)C=N2 3-(6-bromo-2-oxo-1,4,4a-triazacyclopenta[cd]inden-1(2H)-yl)piperidine-2,6-dione